(S)-5-(2-(((R)-2-(5-Fluoropyridin-3-yl)-2-hydroxyethyl)amino)-2-methylpropyl)piperidin-2-one hydrochloride Cl.FC=1C=C(C=NC1)[C@H](CNC(C[C@@H]1CCC(NC1)=O)(C)C)O